ClC=1C(=CC(=C(C1)S(=O)(=O)N(CC1=CC=C(C=C1)OC)C1=NOC=C1)F)F 5-chloro-2,4-difluoro-N-(isoxazol-3-yl)-N-(4-methoxybenzyl)-benzenesulfonamide